CC(C)(C)OC(=O)N[C@H]1CCC(=O)C1 tert-butyl N-(3-oxocyclopentyl)carbamate